2-bromo-6-phenylquinoxalino[2,1-b]Quinazolin-12-one BrC=1C=CC=2N=C(C3=NC=4C=CC=CC4C(N3C2C1)=O)C1=CC=CC=C1